(2-(N-(tert-Butyl)sulfamoyl)-5-phenylthiophen-3-yl)boronic Acid C(C)(C)(C)NS(=O)(=O)C=1SC(=CC1B(O)O)C1=CC=CC=C1